n-Nonahexacontane CCCCCCCCCCCCCCCCCCCCCCCCCCCCCCCCCCCCCCCCCCCCCCCCCCCCCCCCCCCCCCCCCCCCC